C(CC(=O)OC(C)C)(=O)OCCCCCC hexyl isopropyl malonate